Butylglycol CCCCOCCO